6-Methyl-N-[4-(1-methyl-piperidin-4-yl)-phenyl]-5-(4-pyridin-3-yl-pyrimidin-2-ylamino)-nicotinamide CC1=NC=C(C(=O)NC2=CC=C(C=C2)C2CCN(CC2)C)C=C1NC1=NC=CC(=N1)C=1C=NC=CC1